3-(3-((3,5-dichloropyridin-2-yl)oxy)propyl)-2-oxo-2,3-dihydro-1H-benzo[d]imidazole-5-carboxylic acid Methyl-3-((3-((3,5-dichloropyridin-2-yl)oxy)propyl)amino)-4-nitrobenzoate COC(C1=CC(=C(C=C1)[N+](=O)[O-])NCCCOC1=NC=C(C=C1Cl)Cl)=O.ClC=1C(=NC=C(C1)Cl)OCCCN1C(NC2=C1C=C(C=C2)C(=O)O)=O